CC1=CN=C(C(=N1)N1CCN(CC1)C(C=C)=O)NC1=CC=C(C=C1)C(F)(F)F 1-(4-(6-methyl-3-((4-(trifluoromethyl)phenyl)amino)pyrazin-2-yl)piperazin-1-yl)prop-2-en-1-one